trans-Benzyl 3-(tert-butoxycarbonylamino)-4-hydroxypiperidine-1-carboxylate C(C)(C)(C)OC(=O)N[C@@H]1CN(CC[C@H]1O)C(=O)OCC1=CC=CC=C1